2-(4-fluoro-3-hydroxyphenyl)-N-(5-methyl-4-(1-((2-nitrophenyl)sulfonyl)indolin-5-yl)thiazol-2-yl)acetamide FC1=C(C=C(C=C1)CC(=O)NC=1SC(=C(N1)C=1C=C2CCN(C2=CC1)S(=O)(=O)C1=C(C=CC=C1)[N+](=O)[O-])C)O